CCCCC(C)NC(=O)N Hex-5-yl-urea